OCC1(CCOCC1)NC(=O)C1=C(SC2=C1C=C(C=C2)OCC2=C(N=CS2)C)C N-[4-(hydroxymethyl)oxan-4-yl]-2-methyl-5-[(4-methyl-1,3-thiazol-5-yl)methoxy]-1-benzothiophene-3-carboxamide